N-[5-(1-fluoroethyl)-3-pyridyl]ethanesulfonamide FC(C)C=1C=C(C=NC1)NS(=O)(=O)CC